ClC=1N=C(C=2N=C(N(C(C2N1)=O)C)C(F)(F)F)C1=CC=C(C=C1)Cl 6-chloro-8-(4-chlorophenyl)-3-methyl-2-(trifluoromethyl)pyrimido[5,4-d]pyrimidin-4-one